FC=1C=CC2=C(CCO2)C1CNC1=C2C(=C3C4=C(C=CN4CN=C3C(F)(F)F)C=3N1C=NN3)C=CC=N2 N-((5-fluoro-2,3-dihydrobenzofuran-4-yl)methyl)-8-(trifluoromethyl)-6H-2,3,5a,7,12,13a-hexaaza-benzo[4,5]cyclopenta[7,8]cycloocta[1,2,3-cd]inden-13-amine